[N+](=O)([O-])C=1C=CC=C(C1)S(=O)(=O)N 5-nitrobenzenesulfonylAmine